1-(5-{[(5-Chlorothiophen-2-yl)methyl]amino}-3-(4-methylpiperidin-4-yl)-1H-pyrazol-1-yl)-3-hydroxy-2,2-dimethylpropan-1-on ClC1=CC=C(S1)CNC1=CC(=NN1C(C(CO)(C)C)=O)C1(CCNCC1)C